C1(CCC2C3CCC(C12)C3)C=O octahydro-1H-4,7-methanoindene-1-carbaldehyde